N-(4-(4-benzylpiperazin-1-yl)quinolin-3-yl)-3,4-dinitrobenzamide C(C1=CC=CC=C1)N1CCN(CC1)C1=C(C=NC2=CC=CC=C12)NC(C1=CC(=C(C=C1)[N+](=O)[O-])[N+](=O)[O-])=O